CC1=NC=CC(=N1)C 2,4-dimethylpyrimidine